C1(=CC=CC=C1)C=1C=CC=2C3=C(NC2C1)CCN(C3)C(=O)OC(C)(C)C tert-butyl 7-phenyl-1,3,4,5-tetrahydro-2H-pyrido[4,3-b]indole-2-carboxylate